4-[(2-cyanoethyl)carbamoyl]butanoate C(#N)CCNC(=O)CCCC(=O)[O-]